5-[2-(2-cyano-2,2-dimethylacetylamino)imidazo[1,2-b]pyridazin-6-yl]-N-{[2-fluoro-5-(trifluoromethoxy)phenyl]methyl}-2-methoxypyridine-3-carboxamide C(#N)C(C(=O)NC=1N=C2N(N=C(C=C2)C=2C=C(C(=NC2)OC)C(=O)NCC2=C(C=CC(=C2)OC(F)(F)F)F)C1)(C)C